(S)-N-(1-(5,6,7,8-tetrahydronaphthalen-2-yl)ethyl)-amide C1=C(C=CC=2CCCCC12)[C@H](C)[NH-]